(2-chloro-4-fluoro-phenyl)-[4-(2-methoxyphenyl)-3-methyl-piperazin-1-yl]methanone ClC1=C(C=CC(=C1)F)C(=O)N1CC(N(CC1)C1=C(C=CC=C1)OC)C